bisphenoxyethyl alcohol fluorenediacrylate C=1(C(=CC=C2C3=CC=CC=C3CC12)C=CC(=O)O)C=CC(=O)O.O(C1=CC=CC=C1)C(CO)OC1=CC=CC=C1